N1=C(C=CC=C1)N1CC2([C@@H](C1)N)CCNCC2 (S)-2-(pyridin-2-yl)-2,8-diazaspiro[4.5]decan-4-amine